NC1=C(C2=C(S1)C(=CC=C2C2=C(C=C1C(=NC(=NC1=C2F)N2CCN(CC2)C)N(C)[C@H](C)C=2C(=NC=CC2)N)Cl)F)C#N (R)-2-amino-4-(4-(((R)-1-(2-aminopyridin-3-yl)ethyl)(methyl)amino)-6-chloro-8-fluoro-2-(4-methylpiperazin-1-yl)quinazolin-7-yl)-7-fluorobenzo[b]thiophene-3-carbonitrile